ClC1=C(C(N(C=2C=CC(=NC12)C#N)CC#N)=O)[N+](=O)[O-] 8-chloro-5-(cyanomethyl)-7-nitro-6-oxo-5,6-dihydro-1,5-naphthyridine-2-carbonitrile